C(C)C1(CC2(C1)N(S(C1=C(N(C2)C2=CC=C(C=C2)F)C=C(C(=C1)OC)C(F)(F)F)(=O)=O)C)CC 3',3'-diethyl-5-(4-fluorophenyl)-8-methoxy-2-methyl-7-(trifluoromethyl)-4,5-dihydro-2H-spiro[1lambda6,2,5-benzothiadiazepine-3,1'-cyclobutane]-1,1-dione